[Pd](Cl)Cl.C1(=CC=CC=C1)P(CCP(C1=CC=CC=C1)C1=CC=CC=C1)C1=CC=CC=C1 [1,2-bis(diphenylphosphino)ethane] palladium dichloride